3-(cyclopropyloxy)-5-(trifluoromethoxy)benzoic acid C1(CC1)OC=1C=C(C(=O)O)C=C(C1)OC(F)(F)F